C(C)(C)(C)C1=CC=C(C=C1)NC1=CC=C(C=C1)C1=CC=CC=C1 N-(4-tert-butylphenyl)-[1,1'-biphenyl]-4-amine